CN(S(=O)(=O)NC1=CC=C(C=N1)[C@@H](CC[NH+](C([2H])([2H])[2H])C([2H])([2H])[2H])NC(=O)C=1SC2=NC=3CC[C@@H](CC3C=C2N1)C(C)(C)C)C [(3R)-3-[6-(dimethylsulfamoylamino)-3-pyridyl]-3-[[(7S)-7-tert-butyl-5,6,7,8-tetrahydrothiazolo[5,4-b]quinoline-2-carbonyl]amino]propyl]-bis(trideuteriomethyl)ammonium